N5-ethyl-3-(1-(4-iodophenyl)ethoxy)-N2-methyl-1H-pyrrole-2,5-dicarboxamide C(C)NC(=O)C1=CC(=C(N1)C(=O)NC)OC(C)C1=CC=C(C=C1)I